cyclopentyl-triazole C1(CCCC1)C=1N=NNC1